(R,Z)-N-(1-(3,6-dimethyl-4-oxo-2-phenyl-3,4-dihydroquinazolin-8-yl)ethylidene)-2-methylpropane-2-sulfinamide CN1C(=NC2=C(C=C(C=C2C1=O)C)\C(\C)=N/[S@](=O)C(C)(C)C)C1=CC=CC=C1